propyl-acrylamide hydrochloride Cl.C(CC)C(C(=O)N)=C